BrC1=C(C=C2C(=NOC2=O)C)C=CC=C1 4-(2-bromobenzylidene)-3-methylisoxazol-5(4H)-one